C(CO)C(=O)O desaminoserine